C(=O)C=1C=C(C=CC1OCC(C)C)C=1SC(=C(N1)C)C(=O)NCC#C 2-(3-formyl-4-isobutoxyphenyl)-4-methyl-N-(prop-2-yn-1-yl)thiazole-5-carboxamide